FC(C(C(C(S(=O)(=O)[O-])(F)F)(F)F)(F)F)(F)F.O[SH+]C1=CC=CC=C1 hydroxyphenylsulfonium nonafluoro-n-butanesulfonate